OCCN1CCN(CC1)C1=CC(=NC(=N1)C)NC=1SC(=CN1)C(=O)NC1=CC=CC=C1 ((6-(4-(2-hydroxyethyl)piperazin-1-yl)-2-methylpyrimidin-4-yl)amino)-N-phenylthiazole-5-carboxamide